1-(3-bromo-5-methoxyphenyl)-3-[5-chloro-2-(2-hydroxyethyl)phenyl]urea BrC=1C=C(C=C(C1)OC)NC(=O)NC1=C(C=CC(=C1)Cl)CCO